1-(4-methoxybenzyl)-N-(2-methoxyethyl)-N-methyl-1H-pyrazol-3-amine COC1=CC=C(CN2N=C(C=C2)N(C)CCOC)C=C1